N-(2-aminophenyl)-3-((5-(3-fluorophenyl)pyridin-2-yl)amino)benzamide NC1=C(C=CC=C1)NC(C1=CC(=CC=C1)NC1=NC=C(C=C1)C1=CC(=CC=C1)F)=O